3-(4-(2-hydroxy-2-methylpropoxy)benzyl)-1-(4-fluorobenzyl)-1-((1-methylpiperidin-4-yl)methyl)urea OC(COC1=CC=C(CNC(N(CC2CCN(CC2)C)CC2=CC=C(C=C2)F)=O)C=C1)(C)C